CC=1C=2N(C=CC1)N=C(C2)C2N(CCC1=C2N=CN1)C1=CC(=NC=N1)N1CCOCC1 4-[6-[4-(4-methylpyrazolo[1,5-a]pyridin-2-yl)-1,4,6,7-tetrahydroimidazo[4,5-c]pyridin-5-yl]pyrimidin-4-yl]morpholine